Thiomorpholin-3-one 1,1-dioxide N1C(CS(CC1)(=O)=O)=O